3-methoxyethyloxetane COCCC1COC1